(6-amino-5-(3-hydroxy-2,6-dimethylphenyl)-2-(trifluoromethyl)-5H-pyrrolo[3,2-d]pyrimidin-7-yl)(6,7-dihydropyrazolo[1,5-a]pyrazin-5(4H)-yl)methanone NC1=C(C=2N=C(N=CC2N1C1=C(C(=CC=C1C)O)C)C(F)(F)F)C(=O)N1CC=2N(CC1)N=CC2